ClC=1C(=CC2=C(NC(=N2)O[C@H]2[C@@H]3[C@H](OC2)[C@@H](CO3)O)C1)C1=CC=C(C=C1)C1=CC=C(C=C1)CNC[C@@H]([C@H]([C@@H]([C@@H](CO)O)O)O)O (2R,3R,4R,5S)-6-(((4'-(6-chloro-2-(((3R,3aR,6R,6aR)-6-hydroxyhexahydrofuro[3,2-b]furan-3-yl)oxy)-1H-benzo[d]imidazol-5-yl)-[1,1'-biphenyl]-4-yl)methyl)amino)hexane-1,2,3,4,5-pentaol